1-(2-(benzyloxy)phenyl)-N-(3-fluoro-5-(methylsulfonyl)phenyl)-1H-pyrazole-4-carboxamide C(C1=CC=CC=C1)OC1=C(C=CC=C1)N1N=CC(=C1)C(=O)NC1=CC(=CC(=C1)S(=O)(=O)C)F